1-(4-(N,N-dimethylsulfamoyl) phenyl)-3-methyl-5-oxo-4,5-dihydro-1H-pyrazole-4-carboxylate CN(S(=O)(=O)C1=CC=C(C=C1)N1N=C(C(C1=O)C(=O)[O-])C)C